3,4,11,11a-tetrahydropyrimido[6',1':2,3]imidazo[5,1-c][1,4]oxazin-9(1H)-one C1OCCN2C1CN1C2=CC=NC1=O